BrC1=NC(=CC=C1[C@@H](C(C)C)N)OC (R)-1-(2-bromo-6-methoxypyridin-3-yl)-2-methylpropan-1-amine